(Z)-1-(4-amino-2-fluorobut-2-en-1-yl)-4-(4-(N-cyclopropylsulfamoyl)phenyl)-N,N,2-trimethyl-1H-benzo[d]imidazole-6-carboxamide hydrochloride Cl.NC\C=C(\CN1C(=NC2=C1C=C(C=C2C2=CC=C(C=C2)S(NC2CC2)(=O)=O)C(=O)N(C)C)C)/F